(4-(2-(3,10-dimethyl-2,3,4,4a,5,6-hexahydro-1H-pyrazino[1,2-a]quinolin-8-yl)-5-tosyl-5H-pyrrolo[2,3-b]pyrazin-7-yl)-2-methylphenyl)(2-oxa-6-azaspiro[3.3]heptan-6-yl)methanone CN1CC2N(C3=C(C=C(C=C3CC2)C=2N=C3C(=NC2)N(C=C3C3=CC(=C(C=C3)C(=O)N3CC2(COC2)C3)C)S(=O)(=O)C3=CC=C(C)C=C3)C)CC1